(2S)-2-(2,6-dimethylpyridin-3-yl)-1-methylpyrrolidin-1-ium citrate C(CC(O)(C(=O)[O-])CC(=O)[O-])(=O)[O-].CC1=NC(=CC=C1[C@H]1[NH+](CCC1)C)C.CC1=NC(=CC=C1[C@H]1[NH+](CCC1)C)C.CC1=NC(=CC=C1[C@H]1[NH+](CCC1)C)C